The molecule is a dipeptide composed of L-asparagine and L-aspartic acid joined by a peptide linkage. It has a role as a metabolite. It derives from a L-asparagine and a L-aspartic acid. C([C@@H](C(=O)N[C@@H](CC(=O)O)C(=O)O)N)C(=O)N